CN1C(N(C(CC1=O)=O)C)=O 1,3-dimethyl-2,4,6(1H,3H,5H)-pyrimidinetrione